BrC1=CC(=C(O[C@H](C(=O)O)C)C=C1)C=1N=CSC1 (S)-2-[4-bromo-2-(1,3-thiazol-4-yl)phenoxy]propionic acid